3-(((Tert-butyldimethylsilyl)oxy)methyl)cyclobutan-1-one [Si](C)(C)(C(C)(C)C)OCC1CC(C1)=O